3-(5-cyano-5,6-dihydropyrrolo[3,4-c]pyrazol-1(4H)-yl)-N-(1-phenylethyl)benzamide C(#N)N1CC=2N(N=CC2C1)C=1C=C(C(=O)NC(C)C2=CC=CC=C2)C=CC1